C(C)C1CC=CC(C1CC)=O 5,6-diethyl-2-cyclohexenone